1-bromo-2-ethoxyethene BrC=COCC